N1=C(C=CC=C1)CN1[C@H]2CC(C[C@@H]1CC2)N (1R,3s,5S)-8-(pyridin-2-ylmethyl)-8-azabicyclo[3.2.1]octan-3-amine